C(C)OC(=O)C1(CC1)C1=CC=C(C=C1)N1C(CC(CC1)C1=C(C(=NO1)C)C(=O)OC)C methyl 5-[1-[4-(1-ethoxycarbonylcyclopropyl) phenyl]-2-methyl-4-piperidyl]-3-methyl-isoxazole-4-carboxylate